2-[2-chloro-4-(tri-fluoromethoxy)-phenoxy]-N-pyridazin-4-yl-5-(trifluoromethyl)-pyridine ClC1=C(OC2N(C=C(C=C2)C(F)(F)F)C2=CN=NC=C2)C=CC(=C1)OC(F)(F)F